BrC=1N=C(N(N1)C1=NC=C(C=C1)OCC(F)(F)F)C(C)NC(C1=CC(=CC(=C1)C(F)(F)F)Cl)=O N-[1-[5-bromo-2-[5-(2,2,2-trifluoroethoxy)-2-pyridyl]-1,2,4-triazol-3-yl]ethyl]-3-chloro-5-(trifluoromethyl)benzamide